P(=O)(O)(O)OC[C@H](O)[C@@H](O)[C@@H](O)[C@H](O)CO galactitol 1-phosphate